C(=C)CCCS(=O)(=O)O 1-vinyl-3-propanesulfonic acid